4-fluoro-N-{[6-fluoro-5-(propan-2-yl)pyridin-2-yl](phenyl)methyl}-1-[2-(5-methoxy-1-methyl-1H-1,2,4-triazol-3-yl)acetyl]pyrrolidine-2-carboxamide FC1CC(N(C1)C(CC1=NN(C(=N1)OC)C)=O)C(=O)NC(C1=CC=CC=C1)C1=NC(=C(C=C1)C(C)C)F